C(C1=CC=CC=C1)OC(=O)N1CCC(CC1)(F)CCC1CCN(CC1)C1=C(C=C(C=C1)NC1C(NC(CC1)=O)=O)F 4-[2-[1-[4-[(2,6-dioxo-3-piperidinyl)amino]-2-fluoro-phenyl]-4-piperidinyl]ethyl]-4-fluoro-piperidine-1-carboxylic acid benzyl ester